C(C)(C)(C)OC(=O)[C@H]1CCCC=2N1C(N(N2)CC2=C(C=C(C(=C2)F)F)F)=O |r| tert-Butyl-(5RS)-3-oxo-2-(2,4,5-trifluorobenzyl)-2,3,5,6,7,8-hexahydro[1,2,4]triazolo[4,3-a]pyridine-5-carboxylate